[Ca].C(C1=CC=CC=C1)(=O)O benzoic acid calcium